(diphenyltriazinyl)[phenyl-(dimethylfluorenyl)dibenzoselenophenyl]benzene C1(=CC=CC=C1)C1=C(C(=NN=N1)C1=C(C=CC=C1)C1=C(C(=CC=2[Se]C3=C(C21)C=CC=C3)C3=CC=CC=C3)C3=C(C(=CC=2C1=CC=CC=C1CC32)C)C)C3=CC=CC=C3